(2S)-Isopropyl 2-((4-bromo-2-fluorophenoxy)((4-formyl-5-hydroxy-6-methylpyridin-3-yl)methoxy)phosphorylamino)propanoate BrC1=CC(=C(OC(OP(=O)=N[C@H](C(=O)OC(C)C)C)C=2C=NC(=C(C2C=O)O)C)C=C1)F